C(CCCCCCCCCCC)C1=CC=C(N[N+]#N)C=C1 4-dodecylanilinediazonium